C(CCCCCC)N1CC=CC=C1 1-heptylpyridin